C[Si](O[Si](O[Si](O[Si](O[Si](C1=CC=CC=C1)(C)C)(C1=CC=CC=C1)C1=CC=CC=C1)(C1=CC=CC=C1)C1=CC=CC=C1)(C1=CC=CC=C1)C1=CC=CC=C1)(C1=CC=CC=C1)C 1,1,9,9-Tetramethyl-1,3,3,5,5,7,7,9-octaphenylpentasiloxan